ClC1=C(N)C(=CC=C1OC1=CC=CC=C1)[N+](=O)[O-] 2-chloro-6-nitro-3-phenoxyaniline